C(C)(=O)O[C@@H](C(=O)N(C)C1CCC(CC1)N1N=C2C=C(C(=CC2=C1)C(NC=1C(N(C=CC1)C)=O)=O)OC)C (R)-1-(((1R,4R)-4-(6-methoxy-5-((1-methyl-2-oxo-1,2-dihydropyridin-3-yl) carbamoyl)-2H-indazol-2-yl) cyclohexyl) (methyl) amino)-1-oxopropan-2-yl acetate